2-(2,4-difluorophenyl)-1,1-difluoro-3-(1H-tetrazol-1-yl)-1-(5-(4-(4-(6-(2,2,2-trifluoro-1-hydroxyethyl)pyridin-3-yl)piperazin-1-yl)phenyl)pyridin-2-yl)propan-2-ol FC1=C(C=CC(=C1)F)C(C(C1=NC=C(C=C1)C1=CC=C(C=C1)N1CCN(CC1)C=1C=NC(=CC1)C(C(F)(F)F)O)(F)F)(CN1N=NN=C1)O